ClC=1C(=C2C=NNC2=C(C1F)N(C)C)C=1N=CC=2N(C1)C=C(N2)NC(=O)C2C(C2C=2C=NN(C2)C)C N-(6-(5-chloro-7-(dimethylamino)-6-fluoro-1H-indazol-4-yl)imidazo[1,2-a]pyrazin-2-yl)-2-methyl-3-(1-methyl-1H-pyrazol-4-yl)cyclopropane-1-carboxamide